((3R,4R,5R,6R)-4,5-dihydroxy-6-(hydroxymethyl)tetrahydro-2H-pyran-3-yl)imidazolidinone O[C@@H]1[C@@H](CO[C@@H]([C@@H]1O)CO)N1C(NCC1)=O